ClC=1C(=CC(N(N1)CC1=C(C(=CC=C1C)OC)C)=O)N1CCCC1 6-chloro-2-(3-methoxy-2,6-dimethylbenzyl)-5-(pyrrolidin-1-yl)pyridazin-3(2H)-one